ClC=1C=C(C=C(C1)[N+](=O)[O-])/C=C/C(=O)OC methyl (E)-3-(3-chloro-5-nitrophenyl)acrylate